COCCN1N=CC(=C1)C1=CC=C(C=C1)CN 1-{4-[1-(2-methoxyethyl)-1H-pyrazol-4-yl]phenyl}methanamine